C(C)(C)N1[C@H](CCCC1)COC=1C=C2CN(C(C2=CC1)=O)C1C(NC(CC1)=O)=O 3-(5-(((R)-1-isopropylpiperidin-2-yl)methoxy)-1-oxoisoindolin-2-yl)piperidine-2,6-dione